N1(C=NC=C1)C1CCC(CC1)OC1=C2C=C(C=NC2=CC(=N1)N1CCOCC1)Br (5-(((1s,4s)-4-(1H-imidazol-1-yl)cyclohexyl)oxy)-3-bromo-1,6-naphthyridin-7-yl)morpholine